OC=1C=C(C#N)C=CC1C1=C2C(=C(N=N1)N[C@H]1CN(CCC1)C)C=NC=C2 (R)-3-hydroxy-4-(4-((1-methylpiperidin-3-yl)amino)pyrido[3,4-d]pyridazin-1-yl)benzonitrile